CC(=O)N1C(C2(C1)CC(C2)N(C=2C1=C(N=CN2)NC=C1)C)C1=CC(=C(C=C1)C#C)C (4-ethynyl-3-methylphenyl)-(6-(methyl-(7H-pyrrolo[2,3-d]pyrimidin-4-yl)amino)-2-azaspiro[3.3]heptan-2-yl) methyl ketone